C(C=C)(=O)NC=1C=C(C=CC1)NC1=NC(=NC=C1F)NC1=CC=C(OC2=C(C(=NC=C2)C(=O)NC)C)C=C1 4-(4-((4-((3-acrylamidophenyl)amino)-5-fluoropyrimidin-2-yl)amino)phenoxy)-N-methylmethylpicolinamide